CC1(NC(CC(C1)OC1=CN=CN=N1)(C)C)C 6-[(2,2,6,6-tetramethylpiperidin-4-yl)oxy]-1,2,4-triazin